1-(3-azidopropoxy)-3-bromo-2-methylbenzene N(=[N+]=[N-])CCCOC1=C(C(=CC=C1)Br)C